O=C1NC2=C(C=CC=C2C=C1)[C@H](C)NC(=O)C1=CC2=CC=CC(=C2C=C1)OC1=CC=C(C=C1)C(F)(F)F N-[(1S)-1-(2-oxo-1H-quinolin-8-yl)ethyl]-5-[4-(trifluoromethyl)phenoxy]naphthalene-2-carboxamide